4-(4-amino-6-(4-(2-fluoroacrylamido)phenyl)pyrazolo[5,1-f][1,2,4]triazin-5-yl)-2-methoxy-N-((1-(trifluoromethyl)cyclopropyl)methyl)benzamide NC1=NC=NN2C1=C(C(=N2)C2=CC=C(C=C2)NC(C(=C)F)=O)C2=CC(=C(C(=O)NCC1(CC1)C(F)(F)F)C=C2)OC